5-[1-(2-phenylacetyl)piperidin-4-yl]-1,3-thiazole-4-carboxylic acid C1(=CC=CC=C1)CC(=O)N1CCC(CC1)C1=C(N=CS1)C(=O)O